N-[7-isopropyl-6-(2-methyl-2H-pyrazol-3-yl)-2,4-dioxo-1,4-dihydro-2H-quinazolin-3-yl]methanesulfonamide C(C)(C)C1=C(C=C2C(N(C(NC2=C1)=O)NS(=O)(=O)C)=O)C=1N(N=CC1)C